C(C=C)(=O)N1CCN(CC1)C1=C(C(N(C2=NC(=C(C=C12)Cl)C1=C(C(=CC(=C1F)Cl)Cl)N)C=1C(=NC=NC1C(C)C)C(C)C)=O)C#N 4-(4-Acryloylpiperazin-1-yl)-7-(2-amino-3,5-dichloro-6-fluorophenyl)-6-chloro-1-(4,6-diisopropylpyrimidin-5-yl)-2-oxo-1,2-dihydro-1,8-naphthyridine-3-carbonitrile